ClC1=CC(=C(C=C1)C1=CC(=CN2C1=NC(=C(C2=O)C)C)C2CC(OCC2)C2=CC(=NC=C2)OC)F 9-(4-chloro-2-fluoro-phenyl)-7-[2-(2-methoxy-4-pyridyl)tetrahydropyran-4-yl]-2,3-dimethyl-pyrido[1,2-a]pyrimidin-4-one